tert-butyl (2R,5S)-4-(7-(4-chloropyridin-2-yl)-5-(1H-imidazol-1-yl)-7H-pyrrolo[2,3-d]pyrimidin-4-yl)-2,5-dimethylpiperazine-1-carboxylate ClC1=CC(=NC=C1)N1C=C(C2=C1N=CN=C2N2C[C@H](N(C[C@@H]2C)C(=O)OC(C)(C)C)C)N2C=NC=C2